C(C)(C)(C)OC(=O)N[C@@H]1C[C@H](N(C1)C(=O)OC(C)(C)C)C(=O)OC 1-Tert-Butyl 2-Methyl (2S,4R)-4-(Tert-Butoxycarbonylamino)Pyrrolidine-1,2-Dicarboxylate